BrC1=C(C=C(C=C1C)C(C)(C)C)C 1-Bromo-4-tertbutyl-2,6-dimethylbenzene